2-bromo-4-bromopyridine BrC1=NC=CC(=C1)Br